FC(C=1OC(=NN1)C1=CC(=CC(=C1)C=1N(C=CN1)CC1=CC=C(C=C1)F)F)F 2-(difluoromethyl)-5-(3-fluoro-5-{1-[(4-fluorophenyl)methyl]-1H-imidazol-2-yl}phenyl)-1,3,4-oxadiazole